tert-butyl (tert-butoxycarbonyl)(1,3-dihydroxy-2-(hydroxymethyl)propan-2-yl)carbamate C(C)(C)(C)OC(=O)N(C(OC(C)(C)C)=O)C(CO)(CO)CO